6-bromo-3-cyclopropyl-1H-indazole BrC1=CC=C2C(=NNC2=C1)C1CC1